tert-Butyl 5-(6-methylpyridine-2-sulfonyl)-1H,2H,3H,4H,5H,6H-pyrrolo[3,4-c]pyrrole-2-carboxylate CC1=CC=CC(=N1)S(=O)(=O)N1CC2=C(C1)CN(C2)C(=O)OC(C)(C)C